8-(6-amino-5-((2-amino-3-chloropyridin-4-yl) sulfanyl)-3-bromopyrazin-2-yl)-8-azaspiro[4.5]Decyl-1-ylcarbamate NC1=C(N=C(C(=N1)N1CCC2(CCCC2=NC([O-])=O)CC1)Br)SC1=C(C(=NC=C1)N)Cl